(2S)-N-[4-(7,7-Dimethyl-4-oxo-3-phenyl-4,5,6,7-tetrahydro-1H-pyrrolo[3,2-c]pyridin-2-yl)pyridin-2-yl]-2-(4-fluorophenyl)propanamid CC1(C2=C(C(NC1)=O)C(=C(N2)C2=CC(=NC=C2)NC([C@@H](C)C2=CC=C(C=C2)F)=O)C2=CC=CC=C2)C